Cl.C(C1=CC=CC=C1)N[C@H](C(=O)OC)CCNC(=O)OC methyl (S)-2-(benzylamino)-4-((methoxycarbonyl)amino)butanoate hydrochloride